FC(C=1SC=CC1C)F 2-(difluoromethyl)-3-methylthiophene